ClC=1C=C(OC2CCC(C=3C=CC=NC23)NC(C=C)=O)C=CC1 N-{8-(3-chlorophenoxy)-5,6,7,8-tetrahydroquinolin-5-yl}acrylamide